FC=1C=C(C=CC1)C1=NC2=CC=C(C=C2C(=C1)C(=O)O)F (3-fluorophenyl)-6-fluoro-quinoline-4-carboxylic acid